7-(2-((2-ethyl-4-(4-(2-methoxyethyl)piperazin-1-yl)phenyl)amino)-5-(trifluoromethyl)pyrimidin-4-yl)-4-methyl-3,4-dihydrothieno[2,3-f][1,4]thiazepine-5(2H)-thione 1,1-dioxide C(C)C1=C(C=CC(=C1)N1CCN(CC1)CCOC)NC1=NC=C(C(=N1)C1=CC2=C(C(N(CCS2(=O)=O)C)=S)S1)C(F)(F)F